ClC=1N=C(C2=C(N1)C=CS2)NC=2OC1=C(N2)C=CC=C1 N-(2-chlorothieno[3,2-d]pyrimidin-4-yl)benzo[d]oxazol-2-amine